O[C@H]1C[C@@H](CCC1)N(CCCCCCCC(=O)N(CCCCCCCCCC)CCCCCCCCCC)CCCCCCCC(=O)N(CCCCCCCCCC)CCCCCCCCCC 8,8'-(((1R,3R)-3-hydroxycyclohex-yl)azanediyl)bis-(N,N-didecyloctan-amide)